BrC=1C=C(C(=NC1)[N+](=O)[O-])NCC1(CC1)CF 5-bromo-N-[[1-(fluoromethyl)cyclopropyl]methyl]-2-nitro-pyridin-3-amine